aluminium tripalmitate C(CCCCCCCCCCCCCCC)(=O)[O-].C(CCCCCCCCCCCCCCC)(=O)[O-].C(CCCCCCCCCCCCCCC)(=O)[O-].[Al+3]